C(C)(C)(CCC)OOC1CCCCCCCCCCC1 1-(t-hexylperoxy)cyclododecane